Methyl 2-(2-(2-(4-((tert-butoxycarbonyl)amino)cyclohexyl)thiazole-4-carboxamido)acrylamido)acrylate C(C)(C)(C)OC(=O)NC1CCC(CC1)C=1SC=C(N1)C(=O)NC(C(=O)NC(C(=O)OC)=C)=C